FC=1C=C(CN2C(=NC3=NC=C(C=C32)N3C=CC=2C3=NC(=CN2)C=2C=C(C#N)C=CC2)C)C=C(C1)F 3-(5-(1-(3,5-difluorobenzyl)-2-methyl-1H-imidazo[4,5-b]pyridin-6-yl)-5H-pyrrolo[2,3-b]pyrazin-3-yl)benzonitrile